CN1C(CCCC1)CNC(=O)C1N(CCC1)C(=O)C1N(CC(C1)O)C(CC(C1=CC=C(C=C1)F)(C1=CC=C(C=C1)F)C1=CC=C(C=C1)F)=O 1-{4-Hydroxy-1-[3,3,3-tris-(4-fluoro-phenyl)-propionyl]-pyrrolidine-2-carbonyl}-pyrrolidine-2-carboxylic acid (1-methyl-piperidinyl-methyl)-amide